(R,Z)-6-chloro-1,2-dimethyl-N-(1-(2-methyl-3-(trifluoromethyl)phenyl)-ethyl)pyrido[3,4-d]pyrimidin-4(1H)-imine ClC1=CC/2=C(N(C(=N\C2=N/[C@H](C)C2=C(C(=CC=C2)C(F)(F)F)C)C)C)C=N1